C(C)(C)(C)OC(=O)NC(=NCC1=CC=C(C=C1)I)NC(=O)OC(C)(C)C N,N'-di-t-butoxycarbonyl-N''-(4-iodobenzyl)guanidine